6-chloro-4-hydroxy-2-methyl-1,1-dioxo-N-pyridin-2-yl-thieno[2,3-e]thiazine-3-carboxamide ClC1=CC2=C(C(=C(N(S2(=O)=O)C)C(=O)NC2=NC=CC=C2)O)S1